FC=1C=CC(=C(C1)[C@H](N1C(C2=CC=CC=C2C1)=O)C=1NC2=CC=CC=C2C1)O (S)-2-((5-fluoro-2-hydroxyphenyl)(1H-indol-2-yl)methyl)isoindolin-1-one